C(C)(C)(C)C=1C=C(C=C(C1O)C(C)(C)C)C(CC(=O)C1=CC=CC=C1)C1=CC=CC=C1 3-(3,5-di-tert-butyl-4-hydroxyphenyl)-1,3-diphenylpropan-1-one